(2R)-4,4-difluorobutan FC(CCC)F